methyl-cyclopentadiene gallium [Ga].CC1=CC=CC1